2-((4-(6-((4-(1,1,1,3,3,3-hexafluoro-2-hydroxypropan-2-yl)benzyl)oxy)pyridin-2-yl)piperidin-1-yl)methyl)-1-(2-methoxyethyl)-1H-benzo[d]imidazole-6-carboxylic acid FC(C(C(F)(F)F)(O)C1=CC=C(COC2=CC=CC(=N2)C2CCN(CC2)CC2=NC3=C(N2CCOC)C=C(C=C3)C(=O)O)C=C1)(F)F